M-bromotoluene BrC=1C=C(C)C=CC1